COC1=CC=C(CN2N=C(C=C(C2=O)C(F)(F)F)CCOCC(N2CCN(CC2)C2=NC=C(C=N2)C(F)(F)F)=O)C=C1 2-(4-methoxybenzyl)-6-(2-(2-oxo-2-(4-(5-(trifluoromethyl)pyrimidin-2-yl)piperazin-1-yl)ethoxy)ethyl)-4-(trifluoromethyl)pyridazin-3(2H)-one